2-bromo-9,10-dibutoxyanthracene BrC1=CC2=C(C3=CC=CC=C3C(=C2C=C1)OCCCC)OCCCC